ClC1=C(C(=CC(=C1)NC([C@@H](COC)C1=CC=C(C=C1)S(=O)(=O)C)=O)Cl)C1=C(C=CC=C1)OC(F)(F)F |o1:9| rel-(R)-N-(2,6-dichloro-2'-(trifluoromethoxy)-[1,1'-biphenyl]-4-yl)-2-(4-(methylsulfonyl)phenyl)-3-methoxypropionamide